C1(=CC=CC=C1)CC(=O)NCCSCC(=O)O.O=C1N(CC=2C3=C(C=CC12)C=CC(=C3)C=3C=C1NC(CNC1=CC3)=O)CC(C(=O)N)=C 2-{[3-oxo-8-(3-oxo-1,2,3,4-tetrahydroquinoxalin-6-yl)-1H,2H,3H-benzo[e]isoindol-2-yl]methyl}prop-2-enamide S-(β-phenylacetamidoethyl)mercaptoacetate